CC1=C(C=CC(=C1)OC(F)(F)F)S(=O)(=O)CC#N 2-[2-methyl-4-(trifluoromethoxy)phenyl]sulfonylacetonitrile